COC(=O)C=1C=C(N(C1)C)C1=CC=C(CN1C(=O)OC(C)(C)C)C=1CCNCC1 tert-butyl 6-[4-(methoxycarbonyl)-1-methylpyrrol-2-yl]-3',6'-dihydro-2'H-[3,4'-bipyridine]-1-carboxylate